N1=CC=CC2=CC=C(C=C12)C(=O)N 7-Quinolinecarboxamide